ClC1=CC(=C(C=C1Cl)C(NC(C)=O)C1=CC=NC=C1)O N-[(4,5-dichloro-2-hydroxyphenyl)(pyridin-4-yl)methyl]Acetamide